4-(2-(mesitylsulfonyl)-2-azaspiro[3.4]octan-6-yl)morpholine C1(=C(C(=CC(=C1)C)C)S(=O)(=O)N1CC2(C1)CC(CC2)N2CCOCC2)C